O-(2-ethylbutyl)-L-homoserine 2-ethylbutyl ester C(C)C(COC([C@@H](N)CCOCC(CC)CC)=O)CC